C1=CC=CC2=NC3=CC=C(C=C3C=C12)OB(O)O acridin-7-yl-boric acid